{2-Chloro-4-[(5-chloro-thiophen-2-ylmethyl)-(methyl)amino]-phenyl}-carbamic acid benzyl ester C(C1=CC=CC=C1)OC(NC1=C(C=C(C=C1)N(C)CC=1SC(=CC1)Cl)Cl)=O